1-(tert-butyl) 2-methyl 4-fluoropyrrolidine-1,2-dicarboxylate FC1CC(N(C1)C(=O)OC(C)(C)C)C(=O)OC